[N+](=O)([O-])[O-].[Rh+3].[N+](=O)([O-])[O-].[N+](=O)([O-])[O-] Rhodium(III) nitrat